methyl ((1s,4s)-4-(9-(1-isopropyl-1H-indazol-5-yl)-8-(1-methyl-1H-pyrazol-4-yl)-2-oxo-2,3,4,7-tetrahydro-1H-pyrrolo[3',2':5,6]pyrido[4,3-d]pyrimidin-1-yl)-1-methylcyclohexyl)carbamate C(C)(C)N1N=CC2=CC(=CC=C12)C1=C(NC2=C1C=1N(C(NCC1C=N2)=O)C2CCC(CC2)(C)NC(OC)=O)C=2C=NN(C2)C